COC(C1=CC(=CC=C1)C1=NC2=C(N1C(C1CCCC1)C(NCC1=CC=CC=C1)=O)C=CC=C2)=O 3-[1-(benzylcarbamoyl-cyclopentyl-methyl)-1H-benzimidazol-2-yl]-benzoic acid methyl ester